2-(3-bromophenyl)ethylamine BrC=1C=C(C=CC1)CCN